C(OC=1C=C2C=CN=C(C2=C(C1)C)N(C(C1=CN=C(C=C1)C=1SC(=NN1)C)=O)[C@H]1CNCCC1)([2H])([2H])[2H] (R)-N-(6-(methoxy-d3)-8-methylisoquinolin-1-yl)-6-(5-methyl-1,3,4-thiadiazol-2-yl)-N-(piperidin-3-yl)nicotinamide